N[C@H]1CN(C[C@@H](C1)F)C(=O)C=1C=C(C=2N(C1)N=C(C2C)C=2N(C1=CC(=CC=C1C2)N2CC(C2)(CO)F)CC2CC2)OC ((3R,5R)-3-Amino-5-fluoropiperidin-1-yl)(2-(1-(cyclopropylmethyl)-6-(3-fluoro-3-(hydroxymethyl)azetidin-1-yl)-1H-indol-2-yl)-4-methoxy-3-methylpyrazolo[1,5-a]pyridin-6-yl)methanone